N1N=C(C=C1C(=O)O)C(=O)O 1H-3,5-pyrazoledicarboxylic acid